6-Fluoro-9-methyl-9H-β-carbolin FC=1C=C2C=3C=CN=CC3N(C2=CC1)C